7-Benzyl-4-chloro-2,5-dimethyl-5H-pyrrolo[3,2-d]pyrimidine C(C1=CC=CC=C1)C1=CN(C2=C1N=C(N=C2Cl)C)C